CC=1C(=NC=NC1C)N1CCN(CC1)CC=1OC2=C(N1)C=CC(=C2)C(F)(F)F 2-((4-(5,6-dimethylpyrimidin-4-yl)piperazin-1-yl)methyl)-6-(trifluoromethyl)benzo[d]oxazole